C(C)SC=1C=C(OC(C#N)(C)C)C=CC1C1=NC2=C(N=NC(=C2)C(F)(F)F)N1C 2-[3-ethylsulfanyl-4-[7-methyl-3-(trifluoromethyl)imidazo[4,5-c]pyridazin-6-yl]phenoxy]-2-methyl-propanenitrile